methyl 1-(3-(4-bromophenyl)-2-oxopropyl)-1H-imidazole-5-carboxylate BrC1=CC=C(C=C1)CC(CN1C=NC=C1C(=O)OC)=O